4-isopropoxy-N-(3-(5-methoxypyridin-2-yl)-1H-pyrazol-5-yl)pyridin-2-amine C(C)(C)OC1=CC(=NC=C1)NC1=CC(=NN1)C1=NC=C(C=C1)OC